S1C=NC2=C1C=CC(=C2)NC2=CC=NC1=CC(=CC=C21)C2=C(C=C(C(=O)N1CC(N(CC1)C)=O)C=C2)F 4-(4-(4-(benzo[d]thiazol-5-ylamino)quinolin-7-yl)-3-fluorobenzoyl)-1-methylpiperazin-2-one